Trisisodecyl phosphite P(OCCCCCCCC(C)C)(OCCCCCCCC(C)C)OCCCCCCCC(C)C